C(C)O[Si](CCCSC(C)(C1=CC=CC=C1)C)(OCCOCCOCCOCCOCCOCCCCCCCCCCCCC)OCC 7,7-Diethoxy-2-methyl-2-phenyl-8,11,14,17,20,23-hexaoxa-3-thia-7-silahexatriacontan